tert-Butyl (2R,5S)-2-((R)-(3-fluorophenyl)(hydroxy)methyl)-5-propylpyrrolidine-1-carboxylate FC=1C=C(C=CC1)[C@H]([C@@H]1N([C@H](CC1)CCC)C(=O)OC(C)(C)C)O